ClC1=CC=C(C=C1)[C@H]1CC[C@H]2N(CCN(C2)C(=O)C2=NC(=CC=C2)OC)C1 [(7R,9aR)-7-(4-chlorophenyl)-1,3,4,6,7,8,9,9a-octahydropyrido[1,2-a]pyrazin-2-yl]-(6-methoxypyridin-2-yl)methanone